(E)-ethyl 6,6,6-trifluorohex-2-enoate FC(CC/C=C/C(=O)OCC)(F)F